5-[1-(2,3-dimethylphenyl)ethyl]-1H-imidazole CC1=C(C=CC=C1C)C(C)C1=CN=CN1